C1(CC1)C1=NC=NC(=C1C1=NC=C2NC(N(C2=N1)CC1=CC(=C(C=C1)C=1N(C=C(N1)C(F)(F)F)C)C)=N)OC 2-(4-cyclopropyl-6-methoxy-pyrimidin-5-yl)-9-[[3-methyl-4-[1-methyl-4-(trifluoromethyl)imidazol-2-yl]phenyl]methyl]-7H-purin-8-imine